ClC1=NC(=NC=C1C(F)(F)F)NC=1C=C2CN(CC2=CC1)C(=O)OC(C)(C)C 5-(4-chloro-5-trifluoromethylpyrimidin-2-yl-amino)-2-N-t-butoxycarbonyl-isoindoline